C(CC)O[Si](O[Si](OCCC)(OCCC)CCCN(C)C)(OCCC)CCCN(C)C 3,3'-(1,1,3,3-tetrapropoxydisiloxane-1,3-diyl)bis(N,N-dimethylpropan-1-amine)